7-((2R,3R,4S,5R)-5-((R)-bicyclo[4.2.0]octa-1(6),2,4-trien-3-yl(hydroxy)methyl)-3,4-dihydroxytetrahydrofuran-2-yl)-3,7-dihydro-4H-pyrrolo[2,3-d]pyrimidin-4-one O-methyl oxime CON=C1C2=C(N=CN1)N(C=C2)[C@@H]2O[C@@H]([C@H]([C@H]2O)O)[C@H](O)C2=CC=1CCC1C=C2